(R)-N-(5-((2,2-difluorocyclopropyl)methoxy)-4-((2-(1,1-difluoroethyl)-6-methylpyrimidin-4-yl)amino)pyridin-2-yl)acetamide FC1([C@H](C1)COC=1C(=CC(=NC1)NC(C)=O)NC1=NC(=NC(=C1)C)C(C)(F)F)F